COC(=O)C1=C(C=C(CC2CC3(CN(C3)C(=O)OC(C)(C)C)C2)C=C1)OC(F)(F)F tert-butyl 6-[4-methoxycarbonyl-3-(trifluoromethoxy) benzyl]-2-azaspiro[3.3]heptane-2-carboxylate